P(=O)(F)(F)F orthophosphoric acid, fluoride